C[C@H]1[C@H]([C@H]([C@@H]([C@@H](O1)O[C@@H]2[C@H](O[C@H]([C@@H]([C@H]2O[C@H]3[C@@H]([C@H]([C@H]([C@H](O3)CO)O)O)O)NC(=O)C)O[C@H]4[C@H]([C@H](O[C@H]([C@@H]4O)O[C@H]([C@@H](CO)O)[C@@H]([C@H](CO)O)O)CO)O)CO)O)O)O The molecule is a glycoside consisting of D-glucitol having a alpha-L-fucosyl-(1->4)-[beta-D-galactosyl-(1->3)]-N-acetyl-beta-D-glucosaminyl-(1->3)-beta-D-galactosyl group attached at the 4-position. It is a glycoside and a pentasaccharide derivative. It derives from a D-glucitol.